IC1=CC(=CC(=C1)[N+](=O)[O-])[N+](=O)[O-] 1-iodo-3,5-dinitrobenzene